ClC=1C(=NC(=NC1)NC=1C=C(C(=O)N[C@H]2CNCCC2)C=CC1)NCC1=CC(=CC=C1)F (R)-3-({5-chloro-4-[(3-fluorobenzyl)amino]pyrimidin-2-yl}amino)-N-(piperidin-3-yl)benzamide